1-((1s,3s)-3-fluorocyclobutyl)-3-nitro-1H-1,2,4-triazole FC1CC(C1)N1N=C(N=C1)[N+](=O)[O-]